ClC=1C=2N(C=C(C1)S(=O)(=O)NC1(CC1)C#N)C(=NC2)C=2SC(=NN2)C(F)(F)F 8-Chloro-N-(1-cyanocyclopropyl)-3-(5-(trifluoromethyl)-1,3,4-thiadiazol-2-yl)imidazo[1,5-a]pyridine-6-sulfonamide